bromo-4'-hydroxy-5'-iodo-[1,1'-biphenyl]-4-carboxylic acid methyl ester COC(=O)C1=CC(=C(C=C1)C1=CC=C(C(=C1)I)O)Br